3-formyl-4-(2-methoxypyrimidin-5-yl)benzenesulfonamide C(=O)C=1C=C(C=CC1C=1C=NC(=NC1)OC)S(=O)(=O)N